N4,6-dimethyl-N2-[6-methyl-7-(2,3,4,7-tetrahydro-1H-azepin-5-yl)-2,3-dihydrofuro[3,2-b]pyridin-5-yl]pyridine-2,4-diamine CNC1=CC(=NC(=C1)C)NC1=C(C(=C2C(=N1)CCO2)C=2CCCNCC2)C